(1r,4r)-4-(3-chloroanilino)-2'-[(1E)-3-cyclopentylprop-1-en-1-yl]spiro[cyclohexane-1,1'-indene]-4-carboxylic acid ClC=1C=C(NC2(CCC3(C(=CC4=CC=CC=C34)\C=C\CC3CCCC3)CC2)C(=O)O)C=CC1